5-methyl-3,4-dihydroquinolin-2(1H)-one CC1=C2CCC(NC2=CC=C1)=O